CS(=O)(=O)O.CS(=O)(=O)O.FC=1C=CC(=C(C(=O)N(C(C)C)C(C)C)C1)OC=1C(=NC=NC1)N1CC2(C1)CCN(CC2)CC2CCC(CC2)NS(=O)(=O)C 5-fluoro-N,N-diisopropyl-2-((4-(7-(((1r,4r)-4-(methylsulfonamido)cyclohexyl)methyl)-2,7-diazaspiro[3.5]nonan-2-yl)pyrimidin-5-yl)oxy)benzamide bis-methanesulfonic acid salt